N-(2-fluoro-5-methyl-4-((1-methyl-1H-benzo[d][1,2,3]triazol-5-yl)oxy)phenyl)-6-(methylsulfinyl)pyrimido[5,4-d]pyrimidin-4-amine FC1=C(C=C(C(=C1)OC1=CC2=C(N(N=N2)C)C=C1)C)NC=1C2=C(N=CN1)C=NC(=N2)S(=O)C